[Br-].C(CC)P propyl-phosphine bromide